C(=O)(OC(C)(C)C)N1C=C(C2=CC(=CC=C12)Cl)B(O)O N-BOC-5-CHLORO-INDOL-3-YL-BORONIC ACID